CN(C(=O)NC=1C(N(C=C(C1)C(F)(F)F)C)=O)C12CC(C1)(C2)C=2C=C1C(=NC2)NN=C1O[C@@H]1COCC1 (S)-1-methyl-3-(1-methyl-2-oxo-5-(trifluoromethyl)-1,2-dihydropyridin-3-yl)-1-(3-(3-((tetrahydrofuran-3-yl)oxy)-1H-pyrazolo[3,4-b]pyridin-5-yl)bicyclo[1.1.1]pent-1-yl)urea